(2,2'-bis(trifluoromethylphenyl)-[1,1'-biphenyl]-4,4'-diyl)bis(4-aminobenzamide) FC(F)(F)C1=C(C=CC=C1)C1=C(C=CC(=C1)C1=C(C(=O)N)C=CC(=C1)N)C1=C(C=C(C=C1)C1=C(C(=O)N)C=CC(=C1)N)C1=C(C=CC=C1)C(F)(F)F